5-[2,5-bis(difluoromethoxy)phenyl]-4-nitro-1-[[2-(trimethylsilyl)ethoxy]methyl]-1H-pyrazole FC(OC1=C(C=C(C=C1)OC(F)F)C1=C(C=NN1COCC[Si](C)(C)C)[N+](=O)[O-])F